C(C)(C)C1=C(C=CC=C1)NC(=S)NC(=O)NCCCCC1=CC(=CC=C1)C1=NN(C=N1)C1=CC=C(C=C1)OC(F)(F)F 1-[(2-isopropylphenyl)carbamothioyl]-3-[4-[3-[1-[4-(trifluoromethoxy)phenyl]-1H-1,2,4-triazol-3-yl]phenyl]butyl]urea